[(3R)-pyrrolidin-3-yl] 4-[6-[5-(6-methyl-2-pyridyl)-1H-imidazol-4-yl]-3-quinolyl]pyridine-2-carboxylate CC1=CC=CC(=N1)C1=C(N=CN1)C=1C=C2C=C(C=NC2=CC1)C1=CC(=NC=C1)C(=O)O[C@H]1CNCC1